5-{3-fluoro-4-[4-({[5-(trifluoromethyl)pyridin-3-yl]methyl}carbamoyl)-1H-1,2,3-triazol-1-yl]butyl}-N-{[6-(trifluoromethyl)pyridin-2-yl]methyl}-1,3,4-thiadiazole-2-carboxamide FC(CCC1=NN=C(S1)C(=O)NCC1=NC(=CC=C1)C(F)(F)F)CN1N=NC(=C1)C(NCC=1C=NC=C(C1)C(F)(F)F)=O